2-([1,1'-biphenyl]-3-yl)-4-(propan-2-yl-2-d)-5-(trimethylgermyl)pyridine C1(=CC(=CC=C1)C1=NC=C(C(=C1)C(C)(C)[2H])[Ge](C)(C)C)C1=CC=CC=C1